tert-Butyl (2S)-2-(cyanomethyl)-4-(6-methyl-2-(methylsulfonyl)-7-(naphthalen-1-yl)-6,7-dihydro-5H-pyrano[2,3-d]pyrimidin-4-yl)piperazine-1-carboxylate C(#N)C[C@@H]1N(CCN(C1)C=1C2=C(N=C(N1)S(=O)(=O)C)OC(C(C2)C)C2=CC=CC1=CC=CC=C21)C(=O)OC(C)(C)C